FC=1C=C(C#N)C=CC1COC1=NC(=CC=C1)F 3-fluoro-4-[(6-fluoro-2-pyridyl)oxymethyl]Benzonitrile